NC=1C(=NN(C1C(=O)OC)C)C1=CC=C(C=C1)F methyl 4-amino-3-(4-fluorophenyl)-1-methyl-1H-pyrazole-5-carboxylate